tert-butyl-phenyl-propionaldehyde C(C)(C)(C)C(C=O)(C)C1=CC=CC=C1